5-methyl-1-phenylpyridin-2(1H)-one CC=1C=CC(N(C1)C1=CC=CC=C1)=O